C(#N)CC1(CC1)CN1C(=NC=2C1=NC(=CC2)C(=O)OC)CC2CC=C(CC2)C2=NC=C(C(=N2)OCOC)F methyl 3-((1-(cyanomethyl)cyclopropyl)methyl)-2-((4-(5-fluoro-4-(methoxymethoxy)pyrimidin-2-yl)cyclohex-3-en-1-yl)methyl)-3H-imidazo[4,5-b]pyridine-5-carboxylate